Toluene-d2 C(C1=CC=CC=C1)([2H])[2H]